[B].[Nb] niobium boron